C(C(=C)C)(=O)OC(C[N+](C)(C)C)=P(=O)CCOC(C(=C)C)=O methacryloyloxyethyl-phosphorylcholine methacrylate